N-hydroxy-3-(phenylsulfanyl)pyridine-4-carboxamidine ONC(=N)C1=C(C=NC=C1)SC1=CC=CC=C1